1-(3-(1,3-dioxolan-2-yl)phenyl)-3-hydroxy-3-methyl-1,3-dihydro-2H-pyrrolo[2,3-c]pyridin-2-one O1C(OCC1)C=1C=C(C=CC1)N1C(C(C=2C1=CN=CC2)(C)O)=O